vinyltris(methoxy-ethoxy)silane C(=C)[Si](OCCOC)(OCCOC)OCCOC